CSC=1N=CC2=C(N1)N=C(C=C2C#C[Si](C(C)C)(C(C)C)C(C)C)OCC=2N=CSC2 4-({[2-(methylsulfanyl)-5-[2-(triisopropylsilyl)ethynyl]pyrido[2,3-d]pyrimidin-7-yl]oxy}methyl)-1,3-thiazole